chloro-2-((3,4-difluoro-2-formylphenyl)amino)-5-fluoro-benzoic acid methyl ester COC(C1=C(C(=CC(=C1)F)Cl)NC1=C(C(=C(C=C1)F)F)C=O)=O